CN1CC(C1)(C)[C@](O)(C1=CC=C(C=C1)C(C)C)C=1C=NC=C(C1)C1=CCC2(OCCO2)CC1 (R)-(1,3-Dimethyl-azetidin-3-yl)-[5-(1,4-dioxa-spiro[4.5]dec-7-en-8-yl)-pyridin-3-yl]-(4-isopropyl-phenyl)-methanol